5-(2-((3,3-difluoro-1-(hydroxymethyl)cyclobutyl)amino)-2-oxoacetyl)-N-(4-fluoro-3-methylphenyl)-1,2,4-trimethyl-1H-pyrrole-3-carboxamide FC1(CC(C1)(CO)NC(C(=O)C1=C(C(=C(N1C)C)C(=O)NC1=CC(=C(C=C1)F)C)C)=O)F